BrC1=C(OCCOCCOCCOCCNC(OC(C)(C)C)=O)C=CC(=C1)Cl TERT-BUTYL N-[2-[2-[2-[2-(2-BROMO-4-CHLOROPHENOXY)ETHOXY]ETHOXY]ETHOXY]ETHYL]CARBAMATE